The molecule is a 13-hydroxy-14,15-epoxy-(5Z,8Z,11Z)-icosatrienoate that is the conjugate base of 13-hydroxy-(14R,15S)-epoxy-(5Z,8Z,11Z)-icosatrienoic acid, obtained by deprotonation of the carboxy group; major species at pH 7.3. It is a conjugate base of a 13-hydroxy-(14R,15S)-epoxy-(5Z,8Z,11Z)-icosatrienoic acid. CCCCC[C@H]1[C@H](O1)C(/C=C\\C/C=C\\C/C=C\\CCCC(=O)[O-])O